2,3,4,6-tetra-O-acetyl-alpha-D-glucopyranose bromide [Br-].C(C)(=O)O[C@H]1[C@@H](O)O[C@@H]([C@H]([C@@H]1OC(C)=O)OC(C)=O)COC(C)=O